Methyl ((4-bromophenoxy)(((1S,4R)-4-(2,6-diamino-9H-purin-9-yl)cyclopent-2-en-1-yl)methoxy)phosphoryl)-L-alaninate BrC1=CC=C(OP(=O)(OC[C@@H]2C=C[C@@H](C2)N2C3=NC(=NC(=C3N=C2)N)N)N[C@@H](C)C(=O)OC)C=C1